FC(C1CCN(CC1)C1=CC=C(C=C1)NC=1C=C2C=NN(C2=CC1)CCC(=O)N)(F)F 3-(5-((4-(4-(trifluoromethyl)piperidin-1-yl)phenyl)amino)-1H-indazol-1-yl)propanamide